C(#N)C1=NNC2=CC(=CC=C12)/C=C/C(=O)NC=1C(=NC=C(C1)C)C (E)-3-(3-cyano-1H-indazol-6-yl)-N-(2,5-dimethylpyridin-3-yl)acrylamide